(3aR,7aS)-benzyl 1-(4-chlorophenyl)hexahydro-1H-pyrrolo[3,2-c]pyridine-5(6H)-carboxylate ClC1=CC=C(C=C1)N1CC[C@@H]2CN(CC[C@@H]21)C(=O)OCC2=CC=CC=C2